(rac)-tert-Butyl trans-3-methoxy-4-(7-methyl-[1,2,4]triazolo[1,5-a]pyridin-6-yl)piperidine-1-carboxylate CO[C@@H]1CN(CC[C@H]1C=1C(=CC=2N(C1)N=CN2)C)C(=O)OC(C)(C)C |r|